BrC1=CC(=C(C=C1F)NS(=O)(=O)C=1C=NN2C1C=CC(=C2)SC)OC N-(4-bromo-5-fluoro-2-methoxyphenyl)-6-(methylthio)pyrazolo[1,5-a]pyridine-3-sulfonamide